O=C(CCC(=O)O)OC[C@@H]1CN(C[C@@H](O1)N1C=2N=C(NC(C2N=C1)=O)NC(COC1=CC=CC=C1)=O)C(C1=CC=CC=C1)(C1=CC=CC=C1)C1=CC=CC=C1 4-oxo-4-(((2S,6R)-6-(6-oxo-2-(2-phenoxyacetamido)-1H-purin-9(6H)-yl)-4-tritylmorpholin-2-yl)methoxy)butanoic acid